2-chloro-6-methoxy-1,4-naphthoquinone ClC=1C(C2=CC=C(C=C2C(C1)=O)OC)=O